6,8-bis(2-pyridyldithio)-octanoic acid N1=C(C=CC=C1)SSC(CCCCC(=O)O)CCSSC1=NC=CC=C1